5-isopropyl-3-(isoquinolin-1-yl)-4,5-dihydroisoxazole-5-carboxamide C(C)(C)C1(CC(=NO1)C1=NC=CC2=CC=CC=C12)C(=O)N